C1(=CC=CC=C1)C1=C(C2=CC3=CC=CC=C3C=C2C=C1)C1=CSC=2C1=CC=C1C2C=CC2=CC=CC=C21 Phenyl(naphthobenzothiophenyl)anthracene